BrC1=NC(=CC=C1NC(OC(C)(C)C)=O)OC tert-butyl (2-bromo-6-methoxypyridin-3-yl)carbamate